(R,Z)-N-(4-((4-([1,2,4]triazolo[1,5-a]pyridin-7-yloxy)-2-methoxy-5-methylphenyl)amino)-7-ethoxyquinazolin-6-yl)-2-fluoro-3-(1-methylpyrrolidin-2-yl)acrylamide N=1C=NN2C1C=C(C=C2)OC2=CC(=C(C=C2C)NC2=NC=NC1=CC(=C(C=C21)NC(/C(=C/[C@@H]2N(CCC2)C)/F)=O)OCC)OC